C(C=CCC(=O)O)(=O)O pent-2-enedioic acid